CC(C(=O)O[C@H]1CCN(CC[C@@H]1[C@H]1N2C(C3=CC=CC=C13)=CN=C2)S(=O)(=O)C)C2=C(C=C(C=C2)C2=NN(C(=C2C(N)=O)N)C(C)C)OC (4S,5R)-5-((R)-5H-imidazo[5,1-a]isoindol-5-yl)-1-(methylsulfonyl)azepan-4-ol methyl-2-[4-(5-amino-4-carbamoyl-1-isopropyl-pyrazol-3-yl)-2-methoxy-phenyl]acetate